1-(2-(6-((2R,6S)-2,6-dimethylmorpholino)pyridin-2-yl)-1,6-naphthyridin-7-yl)ethan-1-amine C[C@H]1O[C@H](CN(C1)C1=CC=CC(=N1)C1=NC2=CC(=NC=C2C=C1)C(C)N)C